3-(6-(((6-((adamantan-1-yl)amino)hexyl)(methyl)amino)methyl)-2-oxobenzo[cd]indol-1(2H)-yl)piperidine-2,6-dione C12(CC3CC(CC(C1)C3)C2)NCCCCCCN(C)CC=2C=3C1=C(C(N(C1=CC2)C2C(NC(CC2)=O)=O)=O)C=CC3